N1(CCCC1)C=O 1-(pyrrolidin-1-yl)methanone